1-(5,5-dimethyl-1-cyclohexen-1-yl)-1-penten CC1(CCC=C(C1)C=CCCC)C